ClC1=C(C(=O)Cl)C=CC(=C1)OC1=CC=CC=2C=C(OC21)C 2-chloro-4-((2-methylbenzofuran-7-yl)oxy)benzoyl chloride